C[O-].C[O-].C[O-].C[O-].C[O-].[Ta+5] tantalum penta-methoxide